D-fructofuranosyl-(2→6)-β-D-fructofuranosyl-(2→6)-β-D-fructofuranosyl-(2→6)-β-D-fructofuranosyl-(2→5)-α-L-sorbopyranose OCC1([C@@H](O)[C@H](O)[C@H](O1)CO)OC[C@@H]1[C@H]([C@@H]([C@@](CO)(O1)OC[C@@H]1[C@H]([C@@H]([C@@](CO)(O1)OC[C@@H]1[C@H]([C@@H]([C@@](CO)(O1)O[C@@H]1[C@H]([C@@H]([C@](CO)(O)OC1)O)O)O)O)O)O)O)O